C(C)(C)(C)OC(=O)N1[C@H](C[C@H](C1)O)CO.C(C1=CC=CC=C1)(=O)OC[C@@H]1N(C[C@@H](C1)O)C(=O)OC(C)(C)C tert-butyl (2R,4R)-2-((benzoyloxy)methyl)-4-hydroxypyrrolidine-1-carboxylate tert-butyl-(2R,4R)-4-hydroxy-2-(hydroxymethyl)Pyrrolidine-1-carboxylate